methoxyiminophenylacetic acid methyl ester COC(C(C1=CC=CC=C1)=NOC)=O